FC(C=1C=2N(C=C(C1)NC(=O)N1CCC=3C1=NC=CC3N3CCN(CC3)C(=O)OC(C)(C)C)C=C(N2)C)F tert-butyl 4-(1-((8-(difluoromethyl)-2-methylimidazo[1,2-a]pyridin-6-yl)carbamoyl)-2,3-dihydro-1H-pyrrolo[2,3-b]pyridin-4-yl)piperazine-1-carboxylate